BrC1=C(C=CC2=C1N=C(S2)C#N)NC2CCC(CC2)N2C[C@H](CCC2)O 4-bromo-5-(((1R,4s)-4-((S)-3-hydroxypiperidin-1-yl)cyclohexyl)amino)benzo[d]thiazole-2-carbonitrile